N1=C(C=CC=C1)SS[C@@H]1[C@H](COC1)O |r| trans-(3SR,4SR)-4-(pyridin-2-yldisulfanyl)tetrahydrofuran-3-ol